C(C)(C)(C)OC(=O)N(CCCN1C(=C(C2=CC=CC(=C12)C=1C(=NN(C1CO)C)COC)CCCOC1=CC=CC2=CC=CC=C12)C(=O)OCC)C Ethyl 1-{3-[(tert-butoxycarbonyl)(methyl)amino]propyl}-7-[5-(hydroxymethyl)-3-(methoxymethyl)-1-methyl-1H-pyrazol-4-yl]-3-[3-(1-naphthyloxy) propyl]-1H-indole-2-carboxylate